2-bromo-N-(2,6-dichlorophenyl)-4-(ethylamino)-1-(2-trimethylsilylethoxymethyl)pyrrolo[2,3-b]pyridine-5-carboxamide BrC1=CC=2C(=NC=C(C2NCC)C(=O)NC2=C(C=CC=C2Cl)Cl)N1COCC[Si](C)(C)C